N-(2-((4R,5R)-1-ethyl-7-oxa-1-azaspiro[4.4]nonan-4-yl)thieno[2,3-b]pyridin-4-yl)-6-fluorobenzo[d]thiazol-5-amine C(C)N1CC[C@H]([C@]12COCC2)C2=CC=1C(=NC=CC1NC=1C(=CC3=C(N=CS3)C1)F)S2